2H-pyran-4-sulfonyl chloride O1CC=C(C=C1)S(=O)(=O)Cl